(3-nitrophenyl)cyclopropanecarbohydrazide [N+](=O)([O-])C=1C=C(C=CC1)C1(CC1)C(=O)NN